tert-butyl 3-(3-(((S)-2-((S)-2-acetamido-4-(tert-butoxy)-4-oxobutanamido)-4-phenylbutanamido)methyl)-4-methylphenoxy)pyrrolidine-1-carboxylate C(C)(=O)N[C@H](C(=O)N[C@H](C(=O)NCC=1C=C(OC2CN(CC2)C(=O)OC(C)(C)C)C=CC1C)CCC1=CC=CC=C1)CC(=O)OC(C)(C)C